NC=1C=C(C=NC1Cl)NC(=O)C1=CC2=C(OCCO2)C=C1 N-(5-amino-6-chloropyridin-3-yl)-2,3-dihydrobenzo[b][1,4]dioxine-6-carboxamide